CN([C@H]1CN(CC1)CC=1C=C(C=C(C1)C(F)(F)F)NC(=O)C1=CSC=2CN(CCC21)C(=O)C2=CN=C1N2C=CC=C1)C (R)-N-(3-((3-(dimethyl-amino)pyrrolidin-1-yl)-methyl)-5-(trifluorometh-yl)-phenyl)-6-(imidazo[1,2-a]pyridine-3-carbonyl)-4,5,6,7-tetrahydrothieno-[2,3-c]pyridine-3-carboxamide